FC1=NC(=CC=C1)C(=O)Cl 2-FLUORO-6-PYRIDINECARBONYL CHLORIDE